CC=1N(C2=CC=CC=C2C1)C(C[Se]C1=CC=CC=C1)C1=CC=C(C=C1)C 2-methyl-1-(1-p-tolyl-2-(phenylseleno)ethyl)-1H-indole